N-((1,2,3,5,6,7-hexahydro-s-indacen-4-yl)carbamoyl)-4-hydroxy-4,5,5-trimethyl-4,5,6,7-tetrahydrobenzofuran-2-sulfonamide C1CCC2=C(C=3CCCC3C=C12)NC(=O)NS(=O)(=O)C=1OC2=C(C1)C(C(CC2)(C)C)(C)O